C([C@@H](C(=O)O)N)NC(=O)C(=O)O The molecule is an N(beta)-acyl-L-2,3-diaminopropionic acid in which the acyl group is oxalyl. It derives from a propionic acid. It is a conjugate acid of a N(3)-(carboxylatoformyl)-L-2,3-diaminopropionate(1-).